N-((5-(3-(4-(trifluoromethyl)phenyl)-1H-indazol-1-yl)-1,3,4-oxa-diazol-2-yl)methyl)acrylamide FC(C1=CC=C(C=C1)C1=NN(C2=CC=CC=C12)C1=NN=C(O1)CNC(C=C)=O)(F)F